3-Hydroxy-4-(3-methyl-2-oxo-1H-benzimidazol-4-yl)piperidine-1-carboxylic acid tert-butyl ester C(C)(C)(C)OC(=O)N1CC(C(CC1)C1=CC=CC=2NC(N(C21)C)=O)O